O-(2-Aminoethyl)-O'-(2-azidoethyl)nonaethylene glycol C(COCCOCCOCCOCCOCCOCCOCCOCCOCCOCCN=[N+]=[N-])N